FCCOS(=O)(=O)C(F)(F)F 2-Fluoroethyltriflate